monopentyl hypophosphite [PH2](=O)OCCCCC